1-(5-methyl-1,3,4-oxadiazol-2-yl)-4-tetrahydropyran-4-yl-butan-2-one CC1=NN=C(O1)CC(CCC1CCOCC1)=O